2,4-dichloro-5-isopropoxycyclopentanecarboxylic acid ClC1C(C(C(C1)Cl)OC(C)C)C(=O)O